(S)-8-chloro-N-(1-(6,7-difluoro-4-oxo-3,4-dihydrophthalazin-1-yl)ethyl)-N-methylindolizine-2-carboxamide ClC1=CC=CN2C=C(C=C12)C(=O)N(C)[C@@H](C)C1=NNC(C2=CC(=C(C=C12)F)F)=O